F[C@@H]1CN(CC[C@@H]1N)S(=O)(=O)C (3R,4S)-3-Fluoro-1-methyl-sulfonylpiperidin-4-amine